2-chloro-4-(4-(2,2-difluoroethoxy)phenyl)-6-((pyridin-3-yl-methyl)thio)pyridine-3,5-dicarbonitrile ClC1=NC(=C(C(=C1C#N)C1=CC=C(C=C1)OCC(F)F)C#N)SCC=1C=NC=CC1